CC=1N=C2N(C=C(N=C2C)C2=C(C(=NC(=N2)S(=O)C)OCC)C(=O)N)C1 (2,8-Dimethylimidazo[1,2-a]pyrazin-6-yl)-4-ethoxy-2-(methylsulfinyl)pyrimidine-5-carboxamide